(R)-3-(3-(5-amino-6-((1-(1-methylpiperidin-4-yl)-1H-pyrazol-4-yl)oxy)pyrazin-2-yl)-5-(3-(methoxymethyl)morpholino)phenyl)oxetan-3-ol NC=1N=CC(=NC1OC=1C=NN(C1)C1CCN(CC1)C)C=1C=C(C=C(C1)N1[C@@H](COCC1)COC)C1(COC1)O